N1=CC=C(C=C1)CNC(=O)C1=NC2=CC=CC=C2C=N1 N-(pyridin-4-ylmethyl)quinazoline-2-carboxamide